2-methylthio-N6-threonylcarbamoyladenosine C[C@H]([C@@H](C(=O)NC(=O)NC1=C2C(=NC(=N1)SC)N(C=N2)[C@H]3[C@@H]([C@@H]([C@H](O3)CO)O)O)N)O